4-(4-(aminomethyl)-1-oxo-1,2-dihydrophthalazin-6-yl)-3'-chloro-1',2-dimethyl-1'H,2H-[3,4'-bipyrazole]-5'-carbonitrile NCC1=NNC(C2=CC=C(C=C12)C1=C(N(N=C1)C)C=1C(=NN(C1C#N)C)Cl)=O